O1CCN(CC1)C=1OC2=C(N1)C=C(C=C2)C(=O)NC2=CN(C1=CC=CC=C21)C(=O)OC(C)(C)C tert-butyl 3-(2-morpholinobenzo[d]oxazole-5-carboxamido)-1H-indole-1-carboxylate